ClC=1C(=NC=CC1SC=1N=C(C(=NC1C)N1CCC(CC1)(C)CNC(OC(C)(C)C)=O)CO)NC(=O)NS(=O)(=O)C1=CC=CC=C1 tert-butyl ((1-(5-((3-chloro-2-(3-(phenylsulfonyl)ureido)pyridin-4-yl)thio)-3-(hydroxymethyl)-6-methylpyrazin-2-yl)-4-methylpiperidin-4-yl)methyl)carbamate